C(C)N[C@@H](CCCNC(N)=N)C(=O)O N-ethylarginine